(rac)-(2s,4s)-2-(7,7-Dichloro-6-phenyl-3-azabicyclo[4.1.0]heptan-3-carbonyl)-7-oxa-5-azaspiro[3.4]octan-6-on ClC1(C2(CCN(CC12)C(=O)C1CC2(C1)NC(OC2)=O)C2=CC=CC=C2)Cl